3-((5-bromo-3-methylpyrazin-2-yl)oxy)-4-fluoropyrrolidine-1-carboxylate BrC=1N=C(C(=NC1)OC1CN(CC1F)C(=O)[O-])C